C(C)(C)(C)OC(=O)N1C=CC2=C(C(=CC(=C12)C)OC)C(C)O 4-(1-hydroxyethyl)-5-methoxy-7-methyl-1H-indole-1-carboxylic acid tert-butyl ester